C1(C2=CC(C(=O)OCC(S(=O)(=O)O)O1)=CC=C2)=O.[Na] sodium sulfoethylene isophthalate